2-(hydroxymethyl-amino)ethanol OCNCCO